ClC1=C(C(=CC(=C1)OC)O)C(=NO)C1CC1 (E)- and (Z)-(2-Chloro-6-hydroxy-4-methoxyphenyl)cyclopropylmethanone oxime